2-((1S,2R)-1-(2-chlorophenyl)-1-(2-methylpyrimidin-5-yl)propan-2-yl)-5-hydroxy-N-(isoxazol-4-yl)-1-methyl-6-oxo-1,6-dihydropyrimidine-4-carboxamide ClC1=C(C=CC=C1)[C@@H]([C@@H](C)C=1N(C(C(=C(N1)C(=O)NC=1C=NOC1)O)=O)C)C=1C=NC(=NC1)C